Cl.N1=CN=C2NC=NC2=C1OC1=CC=C(C=C1)N1C(N(CC1=O)C1=CC(=CC=C1)C(F)(F)F)=O 3-[4-(9H-purin-6-yloxy)phenyl]-1-[3-(trifluoromethyl)phenyl]-2,4-imidazolidinedione hydrochloride